ClC=1C=C(C=C(C1)Cl)C1=NC(=CC(=C1)CN1CCC(CC1)CCC(=O)O)OC=1C=NC(=CC1)N1CCN(CC1)CCO 3-(1-((2-(3,5-dichlorophenyl)-6-((6-(4-(2-hydroxyethyl)piperazin-1-yl)pyridin-3-yl)oxy)pyridin-4-yl)methyl)piperidin-4-yl)propanoic acid